tert-Butyl (1S,3S)-3-((6-(5-(((5-(2-fluoropropyl)-1,2,4-oxadiazol-3-yl)amino) methyl)-1-methyl-1H-1,2,3-triazol-4-yl)-2-methyl pyridin-3-yl)oxy)cyclohexane-1-carboxylate FC(CC1=NC(=NO1)NCC1=C(N=NN1C)C1=CC=C(C(=N1)C)O[C@@H]1C[C@H](CCC1)C(=O)OC(C)(C)C)C